cis-2-(biphenyl-3-ylmethyl)-N-ethyl-3-((methylsulfonyl)amino)azetidine-1-carboxamide C1(=CC(=CC=C1)C[C@@H]1N(C[C@@H]1NS(=O)(=O)C)C(=O)NCC)C1=CC=CC=C1